(R)-N-(2,3-dihydro-1H-inden-1-yl)-5-(5-(methylsulfonyl)pyridin-3-yl)pyrazin-2-amine [C@H]1(CCC2=CC=CC=C12)NC1=NC=C(N=C1)C=1C=NC=C(C1)S(=O)(=O)C